4,6-dibromo-5-methyl-1-indanone BrC1=C2CCC(C2=CC(=C1C)Br)=O